FC1=CC=C2CCC(C2=C1F)=O 6,7-difluoro-2,3-dihydro-1H-inden-1-one